3-(4-(4-((4-amino-2-butoxyimidazo[2,1-f][1,2,4]triazin-7-yl)methyl)benzyl)piperazin-1-yl)propan-1-ol NC1=NC(=NN2C1=NC=C2CC2=CC=C(CN1CCN(CC1)CCCO)C=C2)OCCCC